4-[7-fluoro-1-(pyridin-4-ylmethyl)benzoimidazol-2-yl]-1,2,5-oxadiazol-3-amine FC1=CC=CC2=C1N(C(=N2)C=2C(=NON2)N)CC2=CC=NC=C2